ClC1=CC=C2C=CN(C2=C1C1=NC=CC=N1)C1=NC(=C(C(=N1)OC)C)OC 6-chloro-N-(4,6-dimethoxy-5-methyl-pyrimidin-2-yl)-7-(2-pyrimidyl)-1H-indole